FC(C)(F)C1=C2C(=NC(=C1)N1CCN(CC1)CC(=O)NC(C)C)C(=CS2)C(=O)NC 7-(1,1-difluoroethyl)-5-[4-[2-(isopropylamino)-2-oxo-ethyl]piperazin-1-yl]-N-methyl-thieno[3,2-b]pyridine-3-carboxamide